N-(5-bromo-3-methylpyrazin-2-yl)-N-(methylsulfonyl)methanesulfonamide BrC=1N=C(C(=NC1)N(S(=O)(=O)C)S(=O)(=O)C)C